N1(CCCCCC1)CCOCCO 2-(2-(azepan-1-yl)ethoxy)ethanol